COC1=CC=C(C=C1)COC1=NC(=CC(=C1)C1=CC(=NC=C1C)N)N1[C@H](CCCC1)C(F)(F)F 4-[2-[(4-methoxyphenyl)methoxy]-6-[(2R)-2-(trifluoromethyl)-1-piperidyl]-4-pyridyl]-5-methyl-pyridin-2-amine